tert-butyl (2R,6S)-4-[2-dimethylphosphoryl-8-[(8-fluoro-2-methyl-imidazo[1,2-a]pyridin-6-yl)carbamoyl]quinoxalin-5-yl]-2,6-dimethyl-piperazine-1-carboxylate CP(=O)(C)C1=NC2=C(C=CC(=C2N=C1)N1C[C@H](N([C@H](C1)C)C(=O)OC(C)(C)C)C)C(NC=1C=C(C=2N(C1)C=C(N2)C)F)=O